4-(3-morpholin-4-yl-benzyl)-piperidine-1-carboxylic acid (2-phenyl-cyclopropyl)-amide C1(=CC=CC=C1)C1C(C1)NC(=O)N1CCC(CC1)CC1=CC(=CC=C1)N1CCOCC1